1-(3-methoxyphenyl)cyclohexanol COC=1C=C(C=CC1)C1(CCCCC1)O